C[C@@H]1CNC[C@@H](C1O)C (3R,5S)-3,5-dimethylpiperidin-4-ol